O=C1NC(CCC1N1C(C2=CC=C(C(=C2C1)F)NC(=O)N1[C@@H](CC2=CC=CC=C12)C)=O)=O (2R)-N-(2-(2,6-dioxopiperidin-3-yl)-4-fluoro-1-oxoisoindolin-5-yl)-2-methylindoline-1-carboxamide